ClC1=C2C=C(NC2=CC=C1Cl)C(=O)N1C(CN(CC1)C(C)=O)(C)C 1-[4-[(4,5-dichloro-1H-indol-2-yl)carbonyl]-3,3-dimethyl-1-piperazinyl]ethanone